[Fe].C(C=1C(O)=CC=CC1)=NCCN=CC=1C(O)=CC=CC1 N,N'-bis(salicylidene)ethylenediamine iron